1-(4-hydroxybenzyl)-1H-benzo[d]imidazol-2(3H)-one OC1=CC=C(CN2C(NC3=C2C=CC=C3)=O)C=C1